tert-butyl (1-(2-(4-(4-(2,6-dioxopiperidin-3-yl)phenyl)piperazin-1-yl)acetyl)piperidin-4-yl)carbamate O=C1NC(CCC1C1=CC=C(C=C1)N1CCN(CC1)CC(=O)N1CCC(CC1)NC(OC(C)(C)C)=O)=O